[1,8]naphthyridine-8-carboxamide N1=CC=CC=2C=CCN(C12)C(=O)N